OCC1=C(OC2=CC=CC=C2C1=O)C1=CC=CC=C1 hydroxymethyl-flavone